6-Methyl-tetrazolo[5,1-a]phthalazine CC1=NN2C(C3=CC=CC=C13)=NN=N2